N-(2,4-difluoro-3-{6-oxo-4-[6-(2-propoxyethoxy)pyridin-3-yl]-1,6-dihydropyrimidin-2-yl}benzyl)isobutyramide FC1=C(CNC(C(C)C)=O)C=CC(=C1C=1NC(C=C(N1)C=1C=NC(=CC1)OCCOCCC)=O)F